7-bromo-N-methyl-N-phenyl-[1,2,4]Triazolo[4,3-a]Quinazolin-5-amine BrC=1C=C2C(=NC=3N(C2=CC1)C=NN3)N(C3=CC=CC=C3)C